methyl (2-(benzyloxy)propanoyl)-L-allothreoninate C(C1=CC=CC=C1)OC(C(=O)N[C@@H]([C@@H](O)C)C(=O)OC)C